COC=1C=CC2=C(C=C(S2)C(C)C2=C(C=NC=C2)CO)C1 [4-[1-(5-methoxybenzothiophen-2-yl)ethyl]-3-pyridyl]methanol